C(C)(=O)N1CCC(CC1)OC1=CC=CN(N1)CC1=C(C=C(C=C1)Cl)F 6-((1-acetylpiperidin-4-yl)oxy)-2-(4-chloro-2-fluorobenzyl)pyridazin